ClC1=CC(=C(C=C1OC)C1=C(C(=C(C(=C1F)F)F)F)F)F 4'-chloro-2,2',3,4,5,6-hexafluoro-5'-methoxy-1,1'-biphenyl